C(=O)(O)C(CC=1OC2=C(C1)C=C(C=C2)CN(CC=2C=C(C=CC2)CC(C(=O)O)C2CNCC2)CC=2C=C(C=CC2)CC(C(=O)O)C2CNCC2)C2CNCC2 3,3'-(((((2-(2-carboxy-2-(pyrrolidin-3-yl)ethyl)benzofuran-5-yl)methyl)azanediyl)bis(methylene))bis(3,1-phenylene))bis(2-(pyrrolidin-3-yl)propanoic acid)